(2E)-3-(2-(benzyloxy)-5-(2,4-dimethyl-1,3-thiazol-5-yl)phenyl)prop-2-enamide C(C1=CC=CC=C1)OC1=C(C=C(C=C1)C1=C(N=C(S1)C)C)/C=C/C(=O)N